3-methyl-uridine CN1C(N([C@H]2[C@H](O)[C@H](O)[C@@H](CO)O2)C=CC1=O)=O